NCC=1C=C2C=C(N(C2=CC1)CCCS(=O)(=O)C)CN1C(N(C2=C1C=C(C=C2)F)C2CC2)=O 3-((5-(aminomethyl)-1-(3-(methylsulfonyl)propyl)-1H-indol-2-yl)methyl)-5-fluoro-1-(cyclopropyl)-1,3-dihydro-2H-benzo[d]imidazol-2-one